[Br-].C(CCCCC)N1C=[NH+]C=C1 1-hexylimidazolium bromide salt